C(C1CO1)N1C(=NC=C1[N+](=O)[O-])C 1-(2,3-epoxypropyl)-2-methyl-5-nitroimidazole